ClC=1C=C(C=CC1)C=1C=2N(C=C(C1)C)C(=CN2)C(=O)N2CCCCC2 (8-(3-chlorophenyl)-6-methylimidazo[1,2-a]pyridin-3-yl)(piperidin-1-yl)methanone